1-((6'-chloro-3,4'-difluoro-[2,3'-bipyridin]-5-yl)methyl)-4,4-dimethylpyrrolidin-3-ol ClC1=CC(=C(C=N1)C1=NC=C(C=C1F)CN1CC(C(C1)(C)C)O)F